CC1=CC=CC2=C1N=COC2=O 8-methyl-4H-benzo[d][1,3]oxazin-4-one